6-(1H-indazol-6-yl)-N-(4-(N-morpholinyl)phenyl)imidazo[1,2-a]pyrazin-8-amine N1N=CC2=CC=C(C=C12)C=1N=C(C=2N(C1)C=CN2)NC2=CC=C(C=C2)N2CCOCC2